O1C(CC2=C1C=CC=C2)C(=O)N dihydrobenzofurancarboxamide